O1CCN(CC1)C1=C2C=C(NC2=NC=N1)C1=CC=C(C=C1)N1C(NC2(C1=O)CNCC2)=O 3-[p-(4-morpholino-1H-1,5,7-triazainden-2-yl)phenyl]-1,3,7-triaza-2,4-spiro[4.4]nonanedione